1-((benzyloxy)methyl)-7-(2-(4-(6-fluorobenzothiophen-4-yl)piperazin-1-yl)ethyl)-3,4-dihydroquinolin-2(1H)-one C(C1=CC=CC=C1)OCN1C(CCC2=CC=C(C=C12)CCN1CCN(CC1)C1=CC(=CC2=C1C=CS2)F)=O